C1(=CC=C(C=C1)N1C2=CC=CC=C2C=2C=CC=CC12)C1=CC=CC=C1 9-(biphenyl-4-yl)-9H-carbazole